butylaluminum sesquibutoxide [O-]CCCC.C(CCC)[Al+2].[O-]CCCC.[O-]CCCC.C(CCC)[Al+2]